N1(CCCCCC1)C(=O)C1=CC2=C(C=N1)C(=NN2CC(F)(F)F)C2=CN=C1N2C=CC=C1 3-[6-(Azepan-1-carbonyl)-1-(2,2,2-trifluoro-ethyl)-1H-pyrazolo[4,3-c]pyridin-3-yl]-imidazo[1,2-a]pyridin